N-((S)-(4-(tert-butyl)phenyl)((R)-2'-iodo-6,6'-dimethyl-[1,1'-biphenyl]-2-yl)-λ4-sulfaneylidene)isobutyramide C(C)(C)(C)C1=CC=C(C=C1)[S@](=NC(C(C)C)=O)C1=C(C(=CC=C1)C)C1=C(C=CC=C1C)I